C[C@H](CCCC(C)C)[C@H]1CC[C@@H]2[C@@]1(CCC3=C2CC[C@@H]4[C@@]3(CC[C@@H]([C@H]4C=O)O)C)C The molecule is a 3beta-sterol that is 5alpha-cholest-8-en-3beta-ol carrying an additional formyl substituent at position 4alpha. It has a role as a human metabolite. It is a 3beta-sterol, a cholestanoid and a 4alpha-formyl steroid. It is a tautomer of a 4alpha-formyl-5alpha-cholest-7-en-3beta-ol.